2-((3-aminopropyl)(ethyl)amino)ethanol NCCCN(CCO)CC